methylacrylamidopropyl-trimethyl-ammonium chloride [Cl-].CC[N+](C)(C)CCCNC(C=C)=O